COC1=C(C=C[N+](=O)[O-])C=C(C=C1)OC 2,5-Dimethoxy-β-nitrostyrene